4-(5-acetyl-2-bromo-1H-pyrrol-3-yl)benzonitrile C(C)(=O)C1=CC(=C(N1)Br)C1=CC=C(C#N)C=C1